(S)-(3-(3,5-difluorophenyl)isoxazolidin-2-yl)(7-((4-(ethylamino)-3-(trifluoromethyl)-1H-pyrrolo[2,3-b]pyridin-6-yl)amino)-2,3-dihydrobenzo-furan-4-yl)methanone FC=1C=C(C=C(C1)F)[C@H]1N(OCC1)C(=O)C1=CC=C(C2=C1CCO2)NC2=CC(=C1C(=N2)NC=C1C(F)(F)F)NCC